NC(C)C(CC)N 2,3-diaminopentane